2-{5-benzyl-octahydrocyclopenta[c]pyrrol-2-yl}-1-(3-fluoro-4-hydroxyphenyl)ethan-1-one C(C1=CC=CC=C1)C1CC2C(CN(C2)CC(=O)C2=CC(=C(C=C2)O)F)C1